(4,4'-dimethoxy-[1,1'-biphenyl]-2,2'-diyl)dimethanol COC1=CC(=C(C=C1)C1=C(C=C(C=C1)OC)CO)CO